O=C(CC(=O)[O-])CC 3-oxovalerate